4,6-dimethyl-2-(2-(trifluoromethyl)-6,7-dihydropyrazolo[1,5-a]pyrazin-5(4H)-yl)pyrimidin-5-amine CC1=NC(=NC(=C1N)C)N1CC=2N(CC1)N=C(C2)C(F)(F)F